1-{4-[2-amino-4-(difluoromethyl)pyrimidin-5-yl]-6-(morpholin-4-yl)-1,3,5-triazin-2-yl}piperidin-4-ol NC1=NC=C(C(=N1)C(F)F)C1=NC(=NC(=N1)N1CCOCC1)N1CCC(CC1)O